[C@H]12OC[C@H](N(C1)C1=NC=3N(C=C1)N=CC3C(=O)NC=3C(=NN(C3)C3CCC(CC3)CO)C(F)F)C2 5-((1R,4R)-2-oxa-5-azabicyclo[2.2.1]heptane-5-yl)-N-(3-(difluoromethyl)-1-((1r,4R)-4-(hydroxymethyl)cyclohexyl)-1H-pyrazol-4-yl)pyrazolo[1,5-a]pyrimidine-3-carboxamide